C(CCCCCCCCCCCCCCCCCCCCCCCCCCCCC)OC(CCCCCCCCCCCCCCCCCCCCCCCCCCC)=O montanic acid melissyl ester